sodium vinylnaphthalene C(=C)C1=CC=CC2=CC=CC=C12.[Na]